(E)-3-(1,3-diphenyl-allyl)-4-hydroxy-2H-pyran C1(=CC=CC=C1)C(\C=C\C1=CC=CC=C1)C=1COC=CC1O